((S)-2-hydroxy-propyl)-amide O[C@H](C[NH-])C